octylamine bromide salt [Br-].C(CCCCCCC)N